7-(trifluoromethyl)-[1,3]thiazolo[3,2-a]pyrimidin-5-one FC(C=1N=C2N(C(C1)=O)C=CS2)(F)F